3-tert-butylcyclohexane-1,2-dicarboxylic acid calcium salt [Ca+2].C(C)(C)(C)C1C(C(CCC1)C(=O)[O-])C(=O)[O-]